N-{4-[4-(3,4-Dimethylphenylamino)-6-morpholin-4-yl-[1,3,5]triazin-2-ylamino]phenyl}-acetamide CC=1C=C(C=CC1C)NC1=NC(=NC(=N1)N1CCOCC1)NC1=CC=C(C=C1)NC(C)=O